C(C)(=O)OC1N(C(C2=CC(=CC=C12)C1=NC(=NC=C1Cl)NC1CCOCC1)=O)CC(=O)N[C@@H]1[C@@H](CC2=CC=CC=C12)O (5-(5-chloro-2-((oxacyclohex-4-yl) amino) pyrimidin-4-yl)-2-(2-(((1S,2R)-2-hydroxy-2,3-dihydro-1H-inden-1-yl) amino)-2-oxoethyl)-3-oxoisoindolin-1-yl) acetate